C(C1=CC=CC=C1)N1CC2(C1)CC(C2)NC(=O)N2[C@@H](CN([C@H](C2)C)C2=NC=C(C=N2)C(F)(F)F)C (2R,5S)-N-{2-benzyl-2-azaspiro[3.3]heptan-6-yl}-2,5-dimethyl-4-[5-(trifluoromethyl)pyrimidin-2-yl]piperazine-1-carboxamide